C1CC12N[C@@H](CC2)C(=O)N2CCC(CC2)C(=O)C2=C(N(C1=CN=CC=C12)C1=C(C=C(C=C1)F)C(=O)N1[C@@H](COC[C@H]1C)C)C (1-((S)-4-Azaspiro[2.4]heptane-5-carbonyl)piperidin-4-yl)(1-(2-((3R,5R)-3,5-dimethylmorpholine-4-carbonyl)-4-fluorophenyl)-2-methyl-1H-pyrrolo[2,3-c]pyridin-3-yl)methanone